(7-(2-(4-(6-Fluorobenzo[b]thiophen-4-yl)piperazin-1-yl)ethyl)-2-oxo quinolin-1(2H)-yl)methyl oleate C(CCCCCCC\C=C/CCCCCCCC)(=O)OCN1C(C=CC2=CC=C(C=C12)CCN1CCN(CC1)C1=CC(=CC=2SC=CC21)F)=O